fluoroindolizine FC=1C=CN2C=CC=CC12